1-[2-(2-chlorophenyl)-3-(4-chlorophenyl)-5-[[2-(ethylamino)-2-oxo-ethyl]amino]pyrazolo[1,5-a]pyrimidin-7-yl]-4-methyl-piperidine-4-carboxamide ClC1=C(C=CC=C1)C1=NN2C(N=C(C=C2N2CCC(CC2)(C(=O)N)C)NCC(=O)NCC)=C1C1=CC=C(C=C1)Cl